CN(C1=NC(=CC=C1)C(F)(F)F)CC1CN(CCC1)C(=O)OC(C)(C)C tert-butyl 3-((methyl(6-(trifluoromethyl)pyridin-2-yl)amino)methyl)piperidine-1-carboxylate